4-((5-Chloro-7-(2-((4,4-dimethyl-2,6-dioxopiperidin-1-yl)methyl)thieno[3,2-b]pyridin-7-yl)-1H-indol-1-yl)methyl)piperidine-4-carbonitrile ClC=1C=C2C=CN(C2=C(C1)C1=C2C(=NC=C1)C=C(S2)CN2C(CC(CC2=O)(C)C)=O)CC2(CCNCC2)C#N